Pyridazinone C1=CC(=O)NN=C1